C(C1=CC=CC=C1)C=1C=C(C=CC1)[C@H](CC(=O)OCC)NC(=O)NC=1C(N(C=C(C1O)C)C)=O ethyl (S)-3-(3-benzylphenyl)-3-(3-(4-hydroxy-1,5-dimethyl-2-oxo-1,2-dihydropyridin-3-yl) ureido)propanoate